2,2',3',4',5'-pentafluoro-5-nitro-[1,1'-biphenyl]-4-ol FC1=C(C=C(C(=C1)O)[N+](=O)[O-])C1=C(C(=C(C(=C1)F)F)F)F